bis(2,4-dimethoxybenzoyl)(2-methylprop-1-yl)phosphine oxide COC1=C(C(=O)P(CC(C)C)(C(C2=C(C=C(C=C2)OC)OC)=O)=O)C=CC(=C1)OC